C(C1=CC=CC=C1)OC(=O)N[C@H](C(=O)O)CCNC(=NC(=O)OC(C)(C)C)NC(=O)OC(C)(C)C (S)-2-(((benzyloxy)carbonyl)amino)-4-(2,3-bis(tert-butoxycarbonyl)guanidino)butanoic acid